2-methoxy-3-((2-methoxyethoxy)methyl)benzamide COC1=C(C(=O)N)C=CC=C1COCCOC